5-(2-methoxyethoxy)-4-(methoxymethyl)-N-methyl-9H-pyrido[3,4-b]indole-3-carboxamide COCCOC1=C2C3=C(NC2=CC=C1)C=NC(=C3COC)C(=O)NC